sodium (2-methylperhydro-1,3-diazin-2-yl)phosphonite CC1(NCCCN1)P([O-])[O-].[Na+].[Na+]